2,2'-(methylazanediyl)bis(N-(3-(bis(2-((tert-butyldimethylsilyl)oxy)dodecyl)amino)propyl)acetamide) CN(CC(=O)NCCCN(CC(CCCCCCCCCC)O[Si](C)(C)C(C)(C)C)CC(CCCCCCCCCC)O[Si](C)(C)C(C)(C)C)CC(=O)NCCCN(CC(CCCCCCCCCC)O[Si](C)(C)C(C)(C)C)CC(CCCCCCCCCC)O[Si](C)(C)C(C)(C)C